4-ethoxy-6-((1-oxo-7-(2-oxoethyl)-5-(2,2,2-trifluoro-1-methoxyethyl)-3,4-dihydroisoquinolin-2(1H)-yl)methyl)nicotinonitrile C(C)OC1=CC(=NC=C1C#N)CN1C(C2=CC(=CC(=C2CC1)C(C(F)(F)F)OC)CC=O)=O